3,5-bis-4-pyridylaniline N1=CC=C(C=C1)C=1C=C(N)C=C(C1)C1=CC=NC=C1